2-[(2-methylpropanoyl)(2,6-difluoropyridin-4-yl)amino]-N-(2,2-dimethylcyclobutyl)-5-methylthiazole-4-carboxamide CC(C(=O)N(C=1SC(=C(N1)C(=O)NC1C(CC1)(C)C)C)C1=CC(=NC(=C1)F)F)C